BrC1=NN(C(=C1)CCNC(C)C)CC(=O)O 2-(3-bromo-5-{2-[(propan-2-yl)amino]ethyl}-1H-pyrazol-1-yl)acetic acid